Cl.N[C@@H](C(=O)N[C@@H](CCC1=CC=CC=C1)B1OC(C(O1)(C)C)(C)C)CC(=O)N1CCOCC1 (R)-2-amino-4-morpholino-4-oxo-N-((R)-3-phenyl-1-(4,4,5,5-tetramethyl-1,3,2-dioxaborolan-2-yl)propyl)butanamide hydrochloride